N-(3-(2-acetamido-6-cyano-6,7-dihydro-5H-pyrrolo[3,4-d]pyrimidin-4-yl)phenyl)acetamide C(C)(=O)NC=1N=C(C2=C(N1)CN(C2)C#N)C=2C=C(C=CC2)NC(C)=O